C1(=CC=CC=C1)N1CN(C(C1)C1=CC=CC=C1)C1=CC=C(C#N)C=C1 4-(3,5-diphenylimidazolin-1-yl)benzonitrile